CN1N=CC(=C1)C1CNCCO1.[Ar] argon 2-(1-methylpyrazol-4-yl)morpholine